ClCCN(C1=CC=C(C=C1)CCCC(=O)NCCCCCNC(OC(C)(C)C)=O)CCCl t-butyl (5-(4-(4-(bis(2-chloroethyl)amino)phenyl)butanamido) pentyl)carbamate